ClC=1C=C(C=CC1Cl)C1(CN(CCC1)C(=O)C1=CC=CC=C1)CCCN1CCC(CC1)(C1=CC=CC=C1)NC {3-(3,4-dichloro-phenyl)-3-[3-(4-methylamino-4-phenyl-piperidin-1-yl)-propyl]-piperidin-1-yl}-phenyl-methanone